N1=C(C=NC2=CC=CC=C12)C=1C=NN(C1)C1CCN(C2(CC2)C1)C(=O)OC(C)(C)C tert-butyl 7-(4-(quinoxalin-2-yl)-1H-pyrazol-1-yl)-4-azaspiro[2.5]octane-4-carboxylate